3-pyridinecarbaldehyde N1=CC(=CC=C1)C=O